N-[3-(trimethoxysilyl)propyl]-1,2-ethylenediamine CO[Si](CCCNCCN)(OC)OC